ONC(=O)C1=CC2=C(CN([C@H](CO2)C2=CC=CC=C2)C(=O)C2CCOCC2)C=C1 (S)-N-hydroxy-3-phenyl-4-(tetrahydro-2H-pyran-4-carbonyl)-2,3,4,5-tetrahydro-benzo[f][1,4]oxazepine-8-carboxamide